tert-butyl 6-(3-cyano-4-(3-methoxy-6-methyl-2-nitrophenyl)-7,7-dimethyl-7,8-dihydro-5H-pyrano[4,3-b]pyridin-2-yl)-2,6-diazaspiro[3.4]octane-2-carboxylate C(#N)C=1C(=C2C(=NC1N1CC3(CN(C3)C(=O)OC(C)(C)C)CC1)CC(OC2)(C)C)C2=C(C(=CC=C2C)OC)[N+](=O)[O-]